(R)-N-((S)-1'-(4-cyano-6-methylpyrimidin-2-yl)-1,3-dihydrospiro[indene-2,4'-piperidin]-1-yl)-2-methylpropan-2-sulfinamide C(#N)C1=NC(=NC(=C1)C)N1CCC2(CC1)[C@@H](C1=CC=CC=C1C2)N[S@](=O)C(C)(C)C